2-METHYL-1H-IMIDAZOLE-5-CARBOXYLIC ACID CC=1NC(=CN1)C(=O)O